3-(1H-imidazole-1-yl)propionaldehyde N1(C=NC=C1)CCC=O